2,4-diethyl-1,3-dioxolane C(C)C1OCC(O1)CC